[N+](=O)([O-])C1=C(NC2=C(C=CC=C2)[N+](=O)[O-])C(=CC(=C1)[N+](=O)[O-])[N+](=O)[O-] 2,4,6-trinitro-N-(2-nitrophenyl)aniline